N-[[(2S)-4-[6-(2-hydroxy-4,6-dimethyl-phenyl)pyridazin-3-yl]morpholin-2-yl]methyl]acetamide OC1=C(C(=CC(=C1)C)C)C1=CC=C(N=N1)N1C[C@@H](OCC1)CNC(C)=O